Cl.C1(CC1)CN1CCC(CC1)N1N=CC=C(C1=O)C1=CC=CC=C1 2-[1-(Cyclopropylmethyl)piperidin-4-yl]-4-phenyl-2,3-dihydropyridazin-3-on Hydrochlorid